ClOC1=C(C(=C(C(=C1Cl)Cl)Cl)Cl)Cl.[Mg] magnesium hexachlorophenol